OC(CO)[C@@H]1[C@@H]2CC[C@H](CN1C(=O)OCC1=CC=CC=C1)N2C(=O)OC(C)(C)C 3-Benzyl 8-(tert-butyl) (1S,2S,5R)-2-(1,2-dihydroxyethyl)-3,8-diazabicyclo[3.2.1]octane-3,8-dicarboxylate